C1CCC2=CC(=CC=C12)C(=O)C1=C2C(C(=O)OC2=O)=CC=C1 (2,3-dihydro-1H-indene-5-carbonyl)phthalic anhydride